2-((S)-4-((1S,8'R)-2'-(((R)-azetidin-2-yl)methoxy)-4-chloro-8'-fluoro-2,3,5',8'-tetrahydro-6'H-spiro[inden-1,7'-quinazolin]-4'-yl)-1-(2-fluoroacryloyl)piperazin-2-yl)acetonitrile N1[C@H](CC1)COC1=NC=2[C@@H]([C@@]3(CCC2C(=N1)N1C[C@@H](N(CC1)C(C(=C)F)=O)CC#N)CCC1=C(C=CC=C13)Cl)F